BrC1=CC=C(C=C1)NC(NCC(=O)NCOC(CCC(C)C)=O)=O 2-(3-(4-bromophenyl)ureido)acetamidomethyl-4-methylpentanoate